2,6-bis[(4,6-dimethoxypyrimidin-2-yl)oxy]benzoic acid COC1=NC(=NC(=C1)OC)OC1=C(C(=O)O)C(=CC=C1)OC1=NC(=CC(=N1)OC)OC